2-(2,6-dioxopiperidin-3-yl)-5-(4-((2-(piperidin-4-yl)ethoxy)methyl)piperidine-1-yl)isoindoline-1,3-dione O=C1NC(CCC1N1C(C2=CC=C(C=C2C1=O)N1CCC(CC1)COCCC1CCNCC1)=O)=O